1-(2-methylbenzyl)-6-methoxy-1H-indole CC1=C(CN2C=CC3=CC=C(C=C23)OC)C=CC=C1